C(CN)N ethylenebisamine